Nickel dihydroxide [Ni](O)O